tert-Butyl 4-hydroxy-1-oxo-2,8-diazaspiro[4.5]decane-8-carboxylate OC1CNC(C12CCN(CC2)C(=O)OC(C)(C)C)=O